tri-ethylpropane C(C)C(CC)(CC)CC